3-[6-chloro-3-methyl-2-oxo-4-(4-piperidinyl)benzimidazol-1-yl]Piperidine-2,6-dione ClC=1C=C(C2=C(N(C(N2C)=O)C2C(NC(CC2)=O)=O)C1)C1CCNCC1